C(C)OC1=NN(C(C=C1C1=CC=CC=C1)=O)CC(=O)NC1CC(C1)(C)O 2-(3-ethoxy-6-oxo-4-phenylpyridazin-1(6H)-yl)-N-(cis-3-hydroxy-3-methylcyclobutyl)acetamide